CC1(OCC(CO1)COCC(CN)COCC1COC(OC1)(C)C)C 3-((2,2-dimethyl-1,3-dioxan-5-yl)methoxy)-2-(((2,2-dimethyl-1,3-dioxan-5-yl)methoxy)methyl)propan-1-amine